3-((4-(piperidin-4-yl)phenyl)amino)piperidine-2,6-dione hydrochloride salt Cl.N1CCC(CC1)C1=CC=C(C=C1)NC1C(NC(CC1)=O)=O